NC(CCS(=O)(=O)O)CN 3,4-diamino-butanesulfonic acid